(2S,3S,4R,5R)-5-(6-(benzylamino)-2-(6-(2-methyl-2H-tetrazol-5-yl)pyridin-3-yl)-9H-purin-9-yl)-3,4-dihydroxyl-N-(methyl-d3)-tetrahydrofuran-2-formamide C(C1=CC=CC=C1)NC1=C2N=CN(C2=NC(=N1)C=1C=NC(=CC1)C=1N=NN(N1)C)[C@H]1[C@@H]([C@@H]([C@H](O1)C(=O)NC([2H])([2H])[2H])O)O